ClC=1C=C(NC2(CCC3(C(=CC4=C(C=CC=C34)C)C[C@H](COC3=CC=NC=4CCC[C@H](C34)C)C)CC2)C(=O)O)C=CC1 (1r,4R)-4-(3-chloroanilino)-4'-methyl-2'-[(2R)-2-methyl-3-{[(5R)-5-methyl-5,6,7,8-tetrahydroquinolin-4-yl]oxy}propyl]spiro[cyclohexane-1,1'-indene]-4-carboxylic acid